CN(C(OC(C)(C)C)=O)CC1=NN(C(C1)=O)CC1CCC(CC1)C tert-Butyl methyl({1-[(4-methylcyclohexyl)methyl]-5-oxo-4,5-dihydro-1H-pyrazol-3-yl}methyl)carbamate